O1CCN(CC1)C1=CC(=NC=2N1N=C(C2)C2=CC=NC=C2)C2CN(C2)C(=O)OCCCC butyl 3-(7-morpholino-2-(pyridin-4-yl)pyrazolo[1,5-a]pyrimidin-5-yl)azetidine-1-carboxylate